C1(=CC=CC=C1)C=1SC(=CN1)[C@H]1[C@@H](C1)C1=CC=C(C=C1)S(=O)(=O)N 4-[(1R,2R)-2-(2-phenyl-1,3-thiazol-5-yl)cyclopropyl]benzenesulfonamide